COC(=O)C=1C=NSC1NC(=O)NCCCCN1CCCC1 5-(3-(4-(pyrrolidin-1-yl)butyl)ureido)isothiazole-4-carboxylic acid methyl ester